Cl.N[C@H](C(=O)N1[C@H](C[C@H](C1)O)C(=O)NCC1=CC=C(C=C1)C1=C(N=CS1)C)C(C)(C)C (2r,4r)-1-((S)-2-amino-3,3-dimethylbutyryl)-4-hydroxy-N-(4-(4-methylthiazol-5-yl)benzyl)pyrrolidine-2-carboxamide hydrochloride